N-[(9H-fluoren-9-ylmethoxy)carbonyl]-L-tyrosine C1=CC=C2C(=C1)C(C3=CC=CC=C32)COC(=O)N[C@@H](CC4=CC=C(C=C4)O)C(=O)O